1-(4-chloro-3-fluorophenyl)-3,3-dimethyl-2,3-dihydro-1H-pyrrolo[3,2-b]pyridine-5-carboxamide ClC1=C(C=C(C=C1)N1CC(C2=NC(=CC=C21)C(=O)N)(C)C)F